ethyl 5-(4-chlorophenyl)-1-({[(ethoxycarbonyl)amino]methanethioyl}amino)-4-isopropylimidazole-2-carboxylate ClC1=CC=C(C=C1)C1=C(N=C(N1NC(=S)NC(=O)OCC)C(=O)OCC)C(C)C